ClC1=NC(=NC=2C=C3C(=CC12)N(C(N3C)=O)CC(F)F)C 8-chloro-1-(2,2-difluoroethyl)-3,6-dimethyl-1H-imidazo[4,5-g]quinazolin-2(3H)-one